3-[2-(4-{[4-(3-methanesulfonylpropanesulfonyl)phenoxy]methyl}-2-methylpyrrolidin-1-yl)ethyl]benzonitrile CS(=O)(=O)CCCS(=O)(=O)C1=CC=C(OCC2CC(N(C2)CCC=2C=C(C#N)C=CC2)C)C=C1